4-{7-amino-[1,2,4]triazolo[1,5-a]pyridin-5-yl}-2-fluoro-5-methylbenzonitrile NC1=CC=2N(C(=C1)C1=CC(=C(C#N)C=C1C)F)N=CN2